barium bismuth titanium niobium oxyiodide O(I)I.[Nb].[Ti].[Bi].[Ba]